2,6-diformyl-4-methylphenol dioxime C(C1=C(C(=CC(=C1)C)C=NO)O)=NO